ClC=1C(=NN(C1)C(F)F)C1=NC(=NC=C1C(F)(F)F)N[C@@H]1CC[C@H](CC1)N(C(=O)NCC)C1=NC=C(N=C1)C=1C=NN(C1)C 1-(trans-4-((4-(4-chloro-1-(difluoromethyl)-1H-pyrazol-3-yl)-5-(trifluoromethyl)-pyrimidin-2-yl)amino)cyclohexyl)-3-ethyl-1-(5-(1-methyl-1H-pyrazol-4-yl)pyrazin-2-yl)urea